1-(4-methoxy-2-methylphenyl)-4,4-dimethyl-5-oxo-4,5-dihydro-1H-pyrrole-2,3-dicarboxylic acid dimethyl ester COC(=O)C=1N(C(C(C1C(=O)OC)(C)C)=O)C1=C(C=C(C=C1)OC)C